COCOC=1C=C(C=CC1OCOC)/C=C/C=1SC2=C(N1)C=C(C(=C2)[N+](=O)[O-])C (E)-2-(3,4-bis(methoxymethoxy)phenylvinyl)-5-methyl-6-nitrobenz[d]thiazole